[1,2,4]triazolo[1,5-a]pyridine-2-carboxamide N=1C(=NN2C1C=CC=C2)C(=O)N